C(#N)C1(CCN(CC1)C(=O)OC(C)(C)C)C(C)C1=C(C=C(C=C1)C(F)(F)F)F tert-butyl 4-cyano-4-(1-(2-fluoro-4-(trifluoromethyl)phenyl)ethyl)piperidine-1-carboxylate